2-(4-(8-((3-chloro-4-(4-(2-(dimethyl-amino)ethyl)piperazine-1-carbonyl)phenyl)amino)imidazo[1,2-a]pyrazin-3-yl)-2,3-difluorophenoxy)acetonitrile ClC=1C=C(C=CC1C(=O)N1CCN(CC1)CCN(C)C)NC=1C=2N(C=CN1)C(=CN2)C2=C(C(=C(OCC#N)C=C2)F)F